(1-methyl-1H-tetrazole) chlorate Cl(=O)(=O)O.CN1N=NN=C1